(3-((1-methyl-9-(1,2,3,6-tetrahydropyridin-4-yl)-6,7-dihydro-5H-benzo[c][1,2,3]triazolo[1,5-a]azepin-7-yl)amino)phenyl)methanol CC=1N=NN2C1C1=C(C(CC2)NC=2C=C(C=CC2)CO)C=C(C=C1)C=1CCNCC1